BrC1=C(C(=C2C(=NC(=NC2=C1F)OC[C@]12CCCN2C[C@@H](C1)F)N1CC=2N(CC1)N=C(C2)C(=O)N)OC)F 5-(7-bromo-6,8-difluoro-2-(((2R,7aS)-2-fluorotetrahydro-1H-pyrrolizin-7a(5H)-yl)methoxy)-5-methoxyquinazolin-4-yl)-4,5,6,7-tetrahydropyrazolo[1,5-a]pyrazine-2-carboxamide